difluoromethyl-triphenylphosphine bromide [Br-].FC(F)C1=C(C=CC=C1)P(C1=CC=CC=C1)C1=CC=CC=C1